allyl 3-hydroxy-3-methylbutanoate OC(CC(=O)OCC=C)(C)C